NC=1C2=C(N=CN1)N(C(=C2C2=CC=C(C=C2)C(CO)C2=CC=CC=C2)C2CN(CC2)C(C=C)=O)C 1-(3-(4-amino-5-(4-(2-hydroxy-1-phenylethyl)phenyl)-7-methyl-7H-pyrrolo[2,3-d]pyrimidin-6-yl)pyrrolidin-1-yl)prop-2-en-1-one